2-[2,2-diphenylethyl(prop-2-ynoyl)amino]acetic acid C1(=CC=CC=C1)C(CN(CC(=O)O)C(C#C)=O)C1=CC=CC=C1